5'-fluoro-3'-methyl-5-(octoxy)-[1,1'-biphenyl]-2-ol FC=1C=C(C=C(C1)C=1C(=CC=C(C1)OCCCCCCCC)O)C